4-((2-((1H-benzo[d][1,2,3]triazol-5-yl)methyl)-3-oxoisoindolin-1-yl)methyl)-5-chloro-1-methyl-1H-pyrazole-3-carbonitrile N1N=NC2=C1C=CC(=C2)CN2C(C1=CC=CC=C1C2=O)CC=2C(=NN(C2Cl)C)C#N